ClC1=C(C(=CC=C1)OCC#C)C1CC(=NO1)C=1N=C(SC1)C1CCN(CC1)C(C)=O 1-[4-(4-{5-[2-chloro-6-(prop-2-yn-1-yloxy)phenyl]-4,5-dihydro-1,2-oxazol-3-yl}-1,3-thiazol-2-yl)piperidin-1-yl]ethanone